2-Chloro-3-Mercaptoaniline ClC1=C(N)C=CC=C1S